5-fluoro-N,N-diisopropyl-2-((5-(2-(2-methyl-6-(methylamino)hex-3-yl)-2,6-diazaspiro[3.4]oct-6-yl)-1,2,4-triazin-6-yl)oxy)benzamide hydrochloride Cl.FC=1C=CC(=C(C(=O)N(C(C)C)C(C)C)C1)OC1=C(N=CN=N1)N1CC2(CN(C2)C(C(C)C)CCCNC)CC1